ClC1=CC=C(C=C1)[C@@H]1N(OCC1)C1=CC(=NC=N1)NC=1C(=CC(=C(C1)NC(C=C)=O)N1CCC(CC1)N1CCN(CC1)C(C)C)OC N-(5-((6-((R)-3-(4-chlorophenyl)-isoxazolidine-2-yl)pyrimidine-4-yl)amino)-2-(4-(4-isopropylpiperazine-1-yl)piperidine-1-yl)-4-methoxyphenyl)acrylamide